(R)-4-((R)-2-((1-oxo-4-(o-tolyl)-1,2-dihydroisoquinolin-7-yl)oxy)propanoyl)morpholine-3-carboxamide O=C1NC=C(C2=CC=C(C=C12)O[C@@H](C(=O)N1[C@H](COCC1)C(=O)N)C)C1=C(C=CC=C1)C